COC=1C=C2CCN(CC2=CC1OC)CC1=C(N=C2N1C=CC=C2)C2=CC=C(C=C2)NC(CC2CNCCO2)=O N-(4-(3-((6,7-dimethoxy-3,4-dihydroisoquinolin-2(1H)-yl)methyl)imidazo[1,2-a]pyridin-2-yl)phenyl)-2-morpholineacetamide